C(C1=CC=CC=C1)(=O)OC1C(CC(C1)O)[Se]C1=CC=CC=C1 4-hydroxy-2-(phenylselanyl)cyclopentyl benzoate